NCCCNCCCCNCCCNC(C1=C(C=C(C=C1)NC=1C=2N(C=CN1)C(=CN2)C=2C(=NN(C2)CC=2N=C(SC2)C)C(F)(F)F)CC)=O N-[3-[4-(3-aminopropylamino)butylamino]propyl]-2-ethyl-4-[[3-[1-[(2-methyl-1,3-thiazol-4-yl)methyl]-3-(trifluoromethyl)pyrazol-4-yl]imidazo[1,2-a]pyrazin-8-yl]amino]benzamide